FC([C@@]([C@@H](C(=O)NO)NC(=O)C1=CC=C(C=C1)C#CC#CC1C(C1)CC(=O)[O-])(C)O)F 2-(2-((4-(((2S,3S)-4,4-difluoro-3-hydroxy-1-(hydroxyamino)-3-methyl-1-oxobutan-2-yl)carbamoyl)phenyl)buta-1,3-diyn-1-yl)cyclopropyl)acetate